5-CARBAMOYL-2-FLUOROBENZENEBORONIC ACID C(N)(=O)C=1C=CC(=C(C1)B(O)O)F